5-(N-(2-((N-((5-bromofuran-2-yl)methyl)acetamido)methyl)-4-chlorophenyl)-N-ethylsulfamoyl)-3-Methylbenzofuran-2-carboxylic acid ethyl ester C(C)OC(=O)C=1OC2=C(C1C)C=C(C=C2)S(N(CC)C2=C(C=C(C=C2)Cl)CN(C(C)=O)CC=2OC(=CC2)Br)(=O)=O